(4-(cyclopropanecarbonyl)piperazin-1-yl)(4-(1,1-dioxidothiomorpholino)-6-methoxyquinolin-3-yl)methanone C1(CC1)C(=O)N1CCN(CC1)C(=O)C=1C=NC2=CC=C(C=C2C1N1CCS(CC1)(=O)=O)OC